C1(=CC=CC=C1)C1=CC(=C2OC=3C=C(C=CC3B3C2=C1OC=1C=C(C=CC13)N(C1=CC=C(C=C1)C)C1=CC=C(C=C1)C)N(C1=CC=C(C=C1)C)C1=CC=C(C=C1)C)C1=CC=CC=C1 6,8-diphenyl-N3,N3,N11,N11-tetra-p-tolyl-5,9-dioxa-13b-boranaphtho[3,2,1-de]anthracene-3,11-diamine